tert-butyl-8-(2,7-dichloro-8-fluoro-pyrido[4,3-d]pyrimidin-4-yl)-1-oxa-8-azaspiro[3.5]nonane C(C)(C)(C)C1OC2(C1)CCCN(C2)C=2C1=C(N=C(N2)Cl)C(=C(N=C1)Cl)F